FC(C(F)F)(OC1=CC=C(CC2=NOC(=N2)CC(C(=O)O)=C)C=C1)F 2-((3-(4-(1,1,2,2-tetrafluoroethoxy)benzyl)-1,2,4-oxadiazol-5-yl)methyl)acrylic acid